NC=1N=CC(=NC1OC(C)C1=C(C(=CC=C1Cl)F)Cl)C1=CC=CC(=N1)C(=O)N1CCN(CC1)C (6-{5-amino-6-[1-(2,6-dichloro-3-fluoro-phenyl)-ethoxy]-pyrazin-2-yl}-pyridin-2-yl)-(4-methyl-piperazin-1-yl)-methanone